NC1=C2C(=NC=N1)N(N=C2C2=CC=C(C=C2)OC2=CC=CC=C2)C2CCN(CC2)CC2CC(C2)N2CCN(CC2)C=2C=C1CN(C(C1=CC2)=O)C2C(NC(CC2)=O)=O 3-(5-(4-(3-((4-(4-amino-3-(4-phenoxyphenyl)-1H-pyrazolo[3,4-d]pyrimidin-1-yl)piperidin-1-yl)methyl)cyclobutyl)piperazin-1-yl)-1-oxoisoindolin-2-yl)piperidine-2,6-dione